C(#N)C=1C(=NC(=NC1)NC=1C(=CC(=C(C1)NC(C=C)=O)N(C)CCN(C)C)OC)C1=CN(C=2C=C3C(=CC12)OCO3)C3CC3 N-(5-((5-Cyano-4-(5-cyclopropyl-5H-[1,3]dioxolo[4,5-f]indol-7-yl)pyrimidin-2-yl)amino)-2-((2-(dimethylamino)ethyl)(methyl)amino)-4-methoxyphenyl)acrylamide